tert-butyl (2S)-6-(benzyloxy)-2-{[(tert-butoxycarbonyl)(2-methylpropyl)amino]methyl}-4-fluoro-5-[(2-methoxy-2-oxoethyl)(trifluoroacetyl)amino]-2,3-dihydro-1H-indole-1-carboxylate C(C1=CC=CC=C1)OC1=C(C(=C2C[C@H](N(C2=C1)C(=O)OC(C)(C)C)CN(CC(C)C)C(=O)OC(C)(C)C)F)N(C(C(F)(F)F)=O)CC(=O)OC